Ethyl 3-((2-isopropoxyethyl) amino)-4H-pyrrolo[2,3-b]pyridine-2-carboxylate C(C)(C)OCCNC=1C(=NC2=NC=CCC21)C(=O)OCC